C=CC=CC=CCCCCCCCC(CCC)=O 14-heptadecatrienal